FC1=C(C=CC=C1O)CCCOC1CCN(CC1)C(=O)OC(C)(C)C tert-butyl 4-[3-(2-fluoro-3-hydroxy-phenyl)propoxy]piperidine-1-carboxylate